N-(2-fluorophenyl)-4-([1,2,4]triazolo[1,5-a]pyridin-6-yl)-5-(6-methyl-2-pyridyl)-1H-imidazol-2-methylamine FC1=C(C=CC=C1)NCC=1NC(=C(N1)C=1C=CC=2N(C1)N=CN2)C2=NC(=CC=C2)C